BrC=1C(=C(C=NC1)N)Cl 5-bromo-4-chloro-pyridin-3-amine